CC1C(CCCCCCCCCCCCC1)=O methylcyclopentadecan-1-one